S([O-])(O)(=O)=O.CN1C=[N+](C=C1)C 1,3-dimethylimidazolium bisulfate